NC(C(=O)O)(CCCCB(O)O)C1CCN(CC1)CCCC1=CC=C(C=C1)C(F)(F)F 2-amino-6-borono-2-(1-(3-(4-(trifluoromethyl)phenyl)propyl)piperidin-4-yl)hexanoic acid